[O-]CC.C(CCCCCCC)C1=C(C=CC=C1)O octyl-phenol ethoxide